FC=1C=C(C=CC1)C1=CC2(C1)CNCC2 2-(3-fluorophenyl)-6-azaspiro[3.4]oct-1-ene